C1(CC1)C(C(C=1OC2=C(N1)C=C(C=C2)CN2C(NC(C2)C(F)(F)F)=O)NC(=O)C=2N(C=CN2)C)C2CC2 N-(2,2-dicyclopropyl-1-(5-((2-oxo-4-(trifluoromethyl)imidazolidin-1-yl)methyl)benzo[d]oxazol-2-yl)ethyl)-1-methyl-1H-imidazole-2-carboxamide